(S)-1-methyl-N-(1-(3-(2-(1-methylcyclopropyl)pyridin-4-yl)-1,2,4-oxadiazol-5-yl)ethyl)-3-(trifluoromethyl)-1H-pyrazole-5-carboxamide CN1N=C(C=C1C(=O)N[C@@H](C)C1=NC(=NO1)C1=CC(=NC=C1)C1(CC1)C)C(F)(F)F